N1=C(C=CC=C1)C=1C=NC(=CC1)N1N=CC(=C1O)C1=CC=C(C#N)C=C1 4-(1-([2,3'-Bipyridyl]-6'-yl)-5-hydroxy-1H-pyrazol-4-yl)benzonitrile